C=CCCCCCCCCCCCCCCCCCCCCCCC 1-Pentacosene